[Ga].[Ni].[Cu] Copper-Nickel-Gallium